NC1=NC(=C(C=2N1C(N(N2)CCOC)=O)C2=CC(=NC(=C2)C)C)C2=CC=CC=C2 5-amino-8-(2,6-dimethyl-4-pyridinyl)-2-(2-methoxyethyl)-7-phenyl-[1,2,4]triazolo[4,3-c]pyrimidin-3-one